N,N'-bis(allyl)-N''-cyanoguanidine C(C=C)NC(=NC#N)NCC=C